4-(4-(Phenylsulfonyl)-3,4-dihydro-2H-pyrido[4,3-b][1,4]thiazin-8-yl)benzonitrile C1(=CC=CC=C1)S(=O)(=O)N1C2=C(SCC1)C(=CN=C2)C2=CC=C(C#N)C=C2